N-(but-3-yn-2-yl)-2-(2-chloroethoxy)acetamide CC(C#C)NC(COCCCl)=O